ClC1=C2C=C[C@@]3(C2=CC=C1)CC(CCC3)=O (S)-4'-chlorospiro[cyclohexane-1,1'-inden]-3-one